CN(C)CC=1NC=CC1 N,N-dimethyl-1-(pyrrol-2-yl)methylamine